1-((R)-1,1,1-trifluoro-4-oxo-4-(2,2,2-trichloroethoxy)butan-2-yl) 2-methylenesuccinate C=C(C(=O)O[C@@H](C(F)(F)F)CC(OCC(Cl)(Cl)Cl)=O)CC(=O)[O-]